methyltributyloxidosilane CC(CCC)[Si]([O-])(CCCC)CCCC